N-hydroxypiperidyl carbamate (N-hydroxypiperidyl carbamate) ON(C(O)=O)N1CCCCC1.C(N)(OC1N(CCCC1)O)=O